acetyl-aniline C(C)(=O)NC1=CC=CC=C1